OC(=O)C(F)(F)F.BrC1=CC=C(C(=N1)NC(=O)[C@H]1N[C@@H]2C[C@@]2(C1)C)C (1R,3S,5R)-N-(6-bromo-3-methylpyridin-2-yl)-5-methyl-2-azabicyclo[3.1.0]hexane-3-carboxamide TFA salt